ClC1=CC=2N(C=C1)C(=NC2)C=2NC=CN2 2-[7-chloroimidazo[1,5-a]pyridin-3-yl]-1H-imidazole